C1(=CC=CC=C1)C(C=1NC2=C(N1)C=CC=C2)C2=CC=CC=C2 2-(diphenylmethyl)benzimidazole